C(C)C(COC(CCCCC(=O)OCC(CCCC)CC)=O)CCCC bis(2-ethylhexyl)adipate